CC(CCCCN(CCCCCCC(C(=O)OC(CCCCCCCC)CCCCCCCC)(C)C)CCN1CCNCC1)(C(OCCCCCCCCCCC)=O)C 1-octylnonyl 8-[(5,5-dimethyl-6-oxo-6-undecoxy-hexyl)-(2-piperazin-1-ylethyl) amino]-2,2-dimethyl-octanoate